N-[[6-[4-bromo-2-(ethoxymethoxy)-6-methyl-phenyl]pyridazin-3-yl]methyl]tetrahydropyran-4-amine BrC1=CC(=C(C(=C1)C)C1=CC=C(N=N1)CNC1CCOCC1)OCOCC